COC1=CC=C(C=C1)N1C=NC(=C1)[N+](=O)[O-] 1-(4-methoxyphenyl)-4-nitro-1H-imidazole